7-[3-amino-4-[(4-methylpiperazin-1-yl)methyl]phenyl]sulfanyl-2-(ethoxymethyl)-6-methyl-1H-imidazo[4,5-c]pyridin-4-amine NC=1C=C(C=CC1CN1CCN(CC1)C)SC=1C2=C(C(=NC1C)N)N=C(N2)COCC